C1(CC1)CNC(=O)C1=CC=C(C=2C=CC(OC21)=O)C2=NOC(C2)(C(F)(F)F)C2=CC(=CC(=C2)Cl)Cl N-(cyclopropylmethyl)-5-[5-(3,5-dichlorophenyl)-4,5-dihydro-5-(trifluoromethyl)-3-isoxazolyl]-2-oxo-2H-1-benzopyran-8-carboxamide